5-{2-[5-bromo-4-fluoro-2-(7-methylquinoline-8-sulfonamido)phenyl]-ethynyl}pyridine-2-carboxylic acid BrC=1C(=CC(=C(C1)C#CC=1C=CC(=NC1)C(=O)O)NS(=O)(=O)C=1C(=CC=C2C=CC=NC12)C)F